6-bromo-N-(3-(4,4-difluoropiperidin-1-yl)propyl)-N-methylpyridin-3-amine BrC1=CC=C(C=N1)N(C)CCCN1CCC(CC1)(F)F